N-(2-((2-(7-ethynyl-2-methoxyquinoxalin-5-yl)-4-methylbenzo[d]thiazol-6-yl)oxy)ethyl)-4-fluorobenzenesulfonamide C(#C)C1=CC(=C2N=CC(=NC2=C1)OC)C=1SC2=C(N1)C(=CC(=C2)OCCNS(=O)(=O)C2=CC=C(C=C2)F)C